Allyl hexanoate (Allyl propionate) C(C=C)C(C(=O)O)C.C(CCCCC)(=O)OCC=C